CC1(OC=2C=C(C=C(C2C2=C1C=CC(=C2)C)O)CCC2=CC=CC=C2)C 6,6,9-trimethyl-3-phenethyl-6H-benzo[c]chromen-1-ol